N1(CCN(CC1)CCS(=O)(=O)O)CCS(=O)(=O)O 2,2'-(Piperazine-1,4-diyl)di(ethane-1-sulfonic acid)